3-nitro-5,8-dihydro-1,7-naphthyridine-7(6H)-carboxylic acid benzyl ester C(C1=CC=CC=C1)OC(=O)N1CCC=2C=C(C=NC2C1)[N+](=O)[O-]